C(C)OC1=C(C=CC(=C1)OCC)C1=NC(=CC(=C1)C1=CC=C(C=C1)C1=CC=C(C=C1)N(C1=CC=C(C=C1)C)C1=CC=C(C=C1)C)C1=C(C=C(C=C1)OCC)OCC 2,6-bis(2,4-diethyloxyphenyl)-4-(4'-bis(4-methylphenyl)aminobiphenyl-4-yl)pyridine